neopentyl (methyl ((5'-methyl-6-(((((S)-1-(neopentyloxy)-1-oxopropan-2-yl)amino)(methyl)phosphoryl)oxy)-4-pentyl-2'-(prop-1-en-2-yl)-[1,1'-biphenyl]-2-yl)oxy)phosphoryl)-L-alaninate CP(=O)(OC1=C(C(=CC(=C1)CCCCC)OP(=O)(C)N[C@H](C(=O)OCC(C)(C)C)C)C1=C(C=CC(=C1)C)C(=C)C)N[C@@H](C)C(=O)OCC(C)(C)C